eicosyl 3-chlorovalerate ClC(CC(=O)OCCCCCCCCCCCCCCCCCCCC)CC